C(C)OC(COCC)CC ethyl-ethylene glycol diethyl ether